N1=CC=CC(=C1)CO pyridin-5-ylmethanol